ClC1=C2C(=NN(C2=CC=C1)S(=O)(=O)C1=CC=C(C=C1)C)N1C2(CC2)CC(C1)F 4-chloro-3-(6-fluoro-4-azaspiro[2.4]heptan-4-yl)-1-(p-tolyl-sulfonyl)indazole